CC(C)(C)S(=O)N(COCC[Si](C)(C)C)C1(COC1)C1=CC=C(C(=O)OCC)C=C1 2-Ethyl 4-(3-(2-methyl-N-((2-(trimethylsilyl)ethoxy)methyl)propan-2-ylsulfinamido) oxetan-3-yl)benzoate